COC(=O)NNC1CCC(CC1)C(=O)OCC 1-Ethyl 4-(2-methoxycarbonylhydrazino)cyclohexanecarboxylate